2-(1-((benzyloxy)methyl)-3-(4-(methylsulfonyl)phenyl)bicyclo[1.1.1]pentan-2-yl)-4,4,5,5-tetramethyl-1,3,2-dioxaborolane C(C1=CC=CC=C1)OCC12C(C(C1)(C2)C2=CC=C(C=C2)S(=O)(=O)C)B2OC(C(O2)(C)C)(C)C